5-bromo-3-fluoro-1-(methyl-d3)-1H-pyrazole BrC1=CC(=NN1C([2H])([2H])[2H])F